(S)-METHYL 6'-CHLORO-5-(((1R,2R)-2-((S,E)-1-HYDROXYHEX-2-EN-1-YL)CYCLOBUTYL)METHYL)-3',4,4',5-TETRAHYDRO-2H,2'H-SPIRO[BENZO[B][1,4]OXAZEPINE-3,1'-NAPHTHALENE]-7-CARBOXYLATE ClC=1C=C2CCC[C@]3(C2=CC1)CN(C1=C(OC3)C=CC(=C1)C(=O)OC)C[C@H]1[C@@H](CC1)[C@H](\C=C\CCC)O